IC1=C(OC(=C1C)C(F)(F)F)C(=O)OCC ethyl 3-iodo-4-methyl-5-(trifluoromethyl)furan-2-carboxylate